S(=O)(=O)=C1CCC12CCN(CC2)C(=O)[O-] sulfonyl-7-azaspiro[3.5]nonane-7-carboxylate